Methyl 3-(2,3,4,6-tetra-O-acetyl-α-D-glucopyranosyl)propanoate C(C)(=O)O[C@H]1[C@H](O[C@@H]([C@H]([C@@H]1OC(C)=O)OC(C)=O)COC(C)=O)CCC(=O)OC